N1(C(N=C2N=CN=C2C1=O)([2H])[2H])[2H] hypoxanthine-d3